CC1(C2=CC=CC=C2N(C=2C=CC=CC12)C1=CC=C(C=C1)S(=O)(=O)C1=CC=C(C=C1)N1C=2C=CC=CC2C(C2=CC=CC=C12)(C)C)C bis[4-[9,9-dimethylacridin-10(9H)-yl]phenyl]sulfone